COC=1C=C2C(=CC=NC2=CC1OC)OC1=CC(=C(C=C1)NS(=O)(=O)C1CC1)F N-(4-((6,7-dimethoxyquinolin-4-yl)oxy)-2-fluorophenyl)cyclopropanesulfonamide